2-(1,3-dimethyl-1H-pyrazol-5-yl)-8-methoxy-9H-pyrimido[4,5-b]indole-6-carboxylic acid methyl ester COC(=O)C=1C=C2C3=C(NC2=C(C1)OC)N=C(N=C3)C3=CC(=NN3C)C